(1S)-1,5-anhydro-1-[4-chloro-3-[[4-[[(3S)-tetrahydro-3-furanyl]oxy]phenyl]methyl]phenyl]-D-glucitol ClC1=C(C=C(C=C1)[C@H]1[C@H](O)[C@@H](O)[C@H](O)[C@H](O1)CO)CC1=CC=C(C=C1)O[C@@H]1COCC1